(1S,2S,5R)-N-[(1S)-1-cyano-2-[(3S)-2-oxopyrrolidin-3-yl]ethyl]-3-azabicyclo[3.2.0]heptane-2-carboxamide C(#N)[C@H](C[C@H]1C(NCC1)=O)NC(=O)[C@@H]1[C@H]2CC[C@H]2CN1